bis(3-amino-1-ethylpropyl)-2-methyl-1,5-pentanediamine NCCC(CC)C(C(CCCN)C)(N)C(CCN)CC